ClC=1C=C(CNS(=O)(=O)N)C=CC1N1N=NC2=C1C=CC(=C2)OC N-(3-chloro-4-(5-methoxy-1H-benzo[d][1,2,3]triazol-1-yl)benzyl)sulfamide